C(C)N1C(=CC2=CC=CC=C12)C1=NC2=C(N1C)C=CC(=C2)C(=O)N2C[C@]1(C[C@H]1C2)NC(OC(C)(C)C)=O 1,1-Dimethylethyl ((1R,5S)-3-{[2-(1-ethyl-1H-indol-2-yl)-1-methyl-1H-benzimidazol-5-yl]carbonyl}-3-azabicyclo[3.1.0]hex-1-yl)carbamate